(Methylcyclopentadienyl)-trimethyl-platinum CC1(C=CC=C1)[Pt](C)(C)C